N12CCCCC2CCC1 1-azabicyclo[4.3.0]nonane